BrC=1C=CC=C2C(=CNC12)C(=O)C1=CC(=C(C(=C1)F)F)F (7-bromo-1H-indol-3-yl)(3,4,5-trifluorophenyl)methanone